N1(CCNCC1)C1=CC=C(C=C1)C1C=2C=CC=CC2CCC1C1=CC=C(C=C1)C(F)(F)F 5-(4-(piperazine-1-yl)phenyl)-6-(4-(trifluoromethyl)phenyl)-5,6,7,8-tetrahydronaphthalene